C(C)(C)(C)OC(=O)N[C@@H](C(=O)OC)COC Methyl (R)-2-tert-butoxycarbonylamino-3-methoxypropionate